4-(cyclononyloxy)cyclohexanone C1(CCCCCCCC1)OC1CCC(CC1)=O